O=CCCP(OC(C)(C)C)(OC(C)(C)C)=O di-tert-butyl (3-oxopropyl)phosphonate